Methyl 3-(4-amino-3,5-dimethylphenyl)-2-(benzyloxycarbonyl)propanoate NC1=C(C=C(C=C1C)CC(C(=O)OC)C(=O)OCC1=CC=CC=C1)C